C(C)S1C(=NN=C1Br)C(=O)O.BrC1=NN=C(S1)C(=O)OCC ethyl 5-bromo-1,3,4-thiadiazole-2-carboxylate (ethyl 5-bromo-1,3,4-thiadiazole-2-carboxylate)